COC1=CC=C(C=C1)C(\C=C\C(=O)N1CCN(CC1)CC1CCNCC1)=O (E)-1-(4-methoxyphenyl)-4-(4-(piperidin-4-ylmethyl)piperazin-1-yl)but-2-ene-1,4-dione